C1CCC=2C(=CC=CC12)C(=O)N 2,3-dihydro-1H-indene-4-carboxamide